5-(4-((4-((5-(Trifluoromethyl)pyridin-2-yl)amino)piperidin-1-yl)sulfonyl)phenyl)isoindoline-2-carboxamide FC(C=1C=CC(=NC1)NC1CCN(CC1)S(=O)(=O)C1=CC=C(C=C1)C=1C=C2CN(CC2=CC1)C(=O)N)(F)F